7-(6-chloro-2-methyl-1,3-benzoxazol-4-yl)-N-[(2,4-dimethoxyphenyl)methyl]cinnolin-4-amine formic acid salt C(=O)O.ClC1=CC2=C(N=C(O2)C)C(=C1)C1=CC=C2C(=CN=NC2=C1)NCC1=C(C=C(C=C1)OC)OC